C(#C)C=1C=C2C=CC(=CC2=CC1)OCCCCCCO 6-[(6-Ethynyl-2-naphthyl)oxy]-hexan-1-ol